FC=1C=NC=CC1C1=NC2=CN=CC=C2C(=C1)N(C(C)C)C 2-(3-fluoropyridin-4-yl)-N-methyl-N-(prop-2-yl)-1,7-naphthyridin-4-amine